2,5-dioxo-pyrrolidin-1-yl acetate C(C)(=O)ON1C(CCC1=O)=O